BrC1=NN(C(=C1C=O)Br)C1=CC=C(C=C1)C(F)(F)F 3,5-DIBROMO-1-[4-(TRIFLUOROMETHYL)PHENYL]-1H-PYRAZOLE-4-CARBOXALDEHYDE